butyronitrile tetrafluoroborate F[B-](F)(F)F.C(CCC)#N